di-tert-butyl (4-((7,8-difluoro-5H-pyrimido[5,4-b]indol-5-yl)methyl)benzyl)phosphonate FC=1C(=CC=2C3=C(N(C2C1)CC1=CC=C(CP(OC(C)(C)C)(OC(C)(C)C)=O)C=C1)C=NC=N3)F